(+/-)-2-[4-(1,3-dioxo-2-isoindolinyl)phenyl]butanoic acid O=C1N(C(C2=CC=CC=C12)=O)C1=CC=C(C=C1)[C@H](C(=O)O)CC |r|